O=C[C@@H](O)[C@H](O)[C@@H](O)[C@H](O)C(=O)N iduronamide